O=C1NC(CCC1N1C(C2=CC=C(C=C2C1=O)C1CCN(CC1)CCN1CCC(CC1)COC1=CC=C(C=C1)C(=O)C=1C2=C(SC1C1=CC=C(C=C1)O)C=C(C=C2)O)=O)=O 2-(2,6-dioxopiperidin-3-yl)-5-(1-(2-(4-((4-(6-hydroxy-2-(4-hydroxyphenyl)benzo[b]thiophene-3-carbonyl)phenoxy)methyl)piperidin-1-yl)ethyl)piperidin-4-yl)isoindoline-1,3-dione